2-(1-cyclopropyl-4-(4-fluorophenyl)-1H-imidazol-5-yl)-N-(5-(4-methylpiperazin-1-yl)pyridin-2-yl)thiazole-4-carboxamide C1(CC1)N1C=NC(=C1C=1SC=C(N1)C(=O)NC1=NC=C(C=C1)N1CCN(CC1)C)C1=CC=C(C=C1)F